methyl-t-butylbis(methoxymethyl)silane C[Si](COC)(COC)C(C)(C)C